COC(=O)C1=CC=C(C=C1)C1=CC=C(S1)C1=CC=C(C=C1)C=1C=C(C=C(C1)C1=CC=C(C=C1)C=1SC(=CC1)C1=CC=C(C=C1)C(=O)OC)C1=CC=C(C=C1)C1=CC=C(S1)C1=CC=C(C(=O)OC)C=C1 Methyl 4-[5-[4-[3,5-bis[4-[5-(4-methoxycarbonylphenyl)-2-thienyl]phenyl]phenyl]phenyl]-2-thienyl]benzoate